L-prolyl-L-arginyl-chloromethyl ketone N1[C@@H](CCC1)C(=O)N[C@@H](CCCNC(N)=N)C(=O)C(Cl)C(=O)C(C([C@@H](NC([C@H]1NCCC1)=O)CCCNC(N)=N)=O)Cl